METHYLENE ETHER C=O